benzyl ((S)-1-(2-(3-amino-3-oxopropyl)-2-((R)-2-chloropropanoyl)hydrazineyl)-4-methyl-1-oxopentan-2-yl)carbamate NC(CCN(NC([C@H](CC(C)C)NC(OCC1=CC=CC=C1)=O)=O)C([C@@H](C)Cl)=O)=O